N-(6-methylthiohexyl)-phthalimide CSCCCCCCN1C(C=2C(C1=O)=CC=CC2)=O